NC1=C2N=CN(C2=NC(=N1)F)C1CCC(CC1)C(=O)NC=1SC=2CN(CCC2N1)C 4-(6-amino-2-fluoro-9H-purin-9-yl)-N-(5-methyl-4,5,6,7-tetrahydro[1,3]thiazolo[5,4-c]pyridin-2-yl)cyclohexanecarboxamide